1-((5,7-dioxaspiro[2.5]octan-6-yl)methyl)-4-bromo-1H-1,2,3-triazole C1CC12COC(OC2)CN2N=NC(=C2)Br